2-(1-carbamimidoyl-1,2,3,6-tetrahydro-pyridin-4-yl)-thiazole-5-carboxylic acid [4-(1-carbamimidoyl-1,2,3,6-tetrahydro-pyridin-4-yl)-phenyl]-amide C(N)(=N)N1CCC(=CC1)C1=CC=C(C=C1)NC(=O)C1=CN=C(S1)C=1CCN(CC1)C(N)=N